C1C2N(CCN1)CC(CC2)CO 2,3,4,6,7,8,9,9a-octahydro-1H-pyrido[1,2-a]pyrazin-7-ylmethanol